1-(difluoromethyl)-6-(2-hydroxy-2-methylpropoxy)-N-[(4s)-6-({3-carbamoyl-6-methoxypyrazolo[1,5-a]pyridin-2-yl}oxy)spiro[3.3]heptan-2-yl]-1H-indazole-3-carboxamide FC(N1N=C(C2=CC=C(C=C12)OCC(C)(C)O)C(=O)NC1CC2(C1)CC(C2)OC2=NN1C(C=CC(=C1)OC)=C2C(N)=O)F